4-((((3-(2,4-dioxotetrahydropyrimidin-1(2H)-yl)pyridin-4-yl)methyl)(methyl)amino)methyl)-N-(4-methyl-3-((4-(pyridin-3-yl)pyrimidin-2-yl)amino)phenyl)benzamide O=C1N(CCC(N1)=O)C=1C=NC=CC1CN(C)CC1=CC=C(C(=O)NC2=CC(=C(C=C2)C)NC2=NC=CC(=N2)C=2C=NC=CC2)C=C1